C(CCCCCCC)C1C(NSC1)=O octyl-isothiazolin-3-One